ClC1=C(C=O)C=CC(=C1)B1OC(C(O1)(C)C)(C)C 2-chloro-4-(4,4,5,5-tetramethyl-1,3,2-dioxaborolan-2-yl)benzaldehyde